O1N=C(N=C1)CCCN1CC(CC1)C1=CNC=2C=CC=C(C12)O 3-(1-(3-(1,2,4-oxadiazol-3-yl)propyl)pyrrolidin-3-yl)-1H-indole-4-ol